3-(2-(3,3-difluoropiperidine-1-carbonyl)-9-fluoro-1,2,3,4-tetrahydro-[1,4]diazepino[6,7,1-hi]indol-7-yl)-4-(imidazo[1,2-a]pyridin-3-yl)-1H-pyrrole-2,5-dione FC1(CN(CCC1)C(=O)N1CCN2C=C(C3=CC(=CC(=C23)C1)F)C=1C(NC(C1C1=CN=C2N1C=CC=C2)=O)=O)F